2-(6-{5-chloro-2-[(oxan-4-yl)amino]pyrimidin-4-yl}-1-oxo-2,3-dihydro-1H-isoindol-2-yl)-N-[1-(3-cyanophenyl)ethyl]acetamide ClC=1C(=NC(=NC1)NC1CCOCC1)C1=CC=C2CN(C(C2=C1)=O)CC(=O)NC(C)C1=CC(=CC=C1)C#N